benzodiazepineOne N1=NC(C=CC2=C1C=CC=C2)=O